4-bromo-3-(trifluoromethyl)benzoic acid methyl ester COC(C1=CC(=C(C=C1)Br)C(F)(F)F)=O